(4-Bromo-1-cyclobutyl-1H-pyrazol-3-yl)methanol BrC=1C(=NN(C1)C1CCC1)CO